FC1=C(C(=C(C(=C1)C(F)(F)F)F)F)F 1,2,3,4-tetrafluoro-5-(trifluoromethyl)benzene